tert-Butyl (R)-1-(((R)-tert-butylsulfinyl)amino)-1,3-dihydrospiro[indene-2,4'-piperidine]-1'-carboxylate C(C)(C)(C)[S@@](=O)N[C@H]1C2=CC=CC=C2CC12CCN(CC2)C(=O)OC(C)(C)C